C1(CC1)S(=O)(=O)C=1C=NC(=NC1)N1C[C@H](N(C[C@@H]1C)C(=O)OC1CC2(CN(C2)CC2=CC=CC=C2)C1)C 2-benzyl-2-azaspiro[3.3]heptan-6-yl (2R,5S)-4-[5-(cyclopropanesulfonyl)pyrimidin-2-yl]-2,5-dimethyl-piperazine-1-carboxylate